6-benzyl-N-(2-fluorobenzyl)-2-methyl-5-oxo-5,6-dihydro-1,6-naphthyridine-3-carboxamide C(C1=CC=CC=C1)N1C(C=2C=C(C(=NC2C=C1)C)C(=O)NCC1=C(C=CC=C1)F)=O